5-(2-((tert-butoxycarbonyl)(methyl)amino)ethoxy)-2-methylbenzoic acid C(C)(C)(C)OC(=O)N(CCOC=1C=CC(=C(C(=O)O)C1)C)C